N[C@@H](CCC(=O)N1CC(C1)OC=1C=CCC2CB(OC21)O)C(N)=O 7-{[1-(L-α-glutaminyl)azetidin-3-yl]oxy}-2-hydroxy-3,4-dihydro-2H-1,2-benzoxaborole